2-((isobutoxycarbonyl)amino)-5-oxopentanoic acid C(C(C)C)OC(=O)NC(C(=O)O)CCC=O